3-methyl-1H-pyrazole-4-carbaldehyde CC1=NNC=C1C=O